methyl (2R)-2-({7-[2-chloro-4-(trifluoromethyl)phenoxy]-2-naphthyl}oxy)propanoate ClC1=C(OC2=CC=C3C=CC(=CC3=C2)O[C@@H](C(=O)OC)C)C=CC(=C1)C(F)(F)F